C(CCC)OC(=O)C1CCC(CC1)C(=O)O 4-(Butoxycarbonyl)-cyclohexane-1-carboxylic acid